N1(N=NN=C1)C[C@H](C)OC=1C=C(C=CC1Cl)C=1C=NC(=NC1)NC=1C(=NN(C1)C1CCC(CC1)N1CCOCC1)OCCC=1C=NC=CC1 5-(3-(((S)-1-(1H-tetrazol-1-yl)propan-2-yl)oxy)-4-chlorophenyl)-N-(1-((1r,4r)-4-morpholinocyclohexyl)-3-(2-(pyridin-3-yl)ethoxy)-1H-pyrazol-4-yl)pyrimidin-2-amine